(±)-(4aR,13bS)-10,11-dichloro-4-(pyridin-2-ylmethyl)-1,2,3,4,4a,5,6,13b-octahydro-8H-[1,6]naphthyridino[5,6-b]quinazolin-8-one ClC=1C=C2C(N3C(=NC2=CC1Cl)[C@H]1CCCN([C@@H]1CC3)CC3=NC=CC=C3)=O |r|